C(#N)C=1C=C(C=CC1)C=1N=C(SC1C1=CC(=NC(=C1)C)C)NC(=O)N1C[C@@H](N[C@H](C1)C)C (3S,5S)-N-[4-(3-Cyanophenyl)-5-(2,6-dimethyl-4-pyridyl)thiazol-2-yl]-3,5-dimethyl-piperazine-1-carboxamide